CC1=CC=C(C=C1)S(=O)(=O)O.CS(=O)(=O)N1CCC(CC1)C1=CC=C(C=C1)C1=CC=2C(=NC=CN2)C(=N1)NC[C@@H]1CNCCO1 (S)-7-(4-(1-(methylsulfonyl)-piperidin-4-yl)phenyl)-N-(morpholin-2-ylmethyl)pyrido[3,4-B]pyrazin-5-amine p-toluenesulfonate salt